NC1=C2C(=NC=N1)N(N=C2C)[C@@H](C)C2=C(C(=C(C#N)C(=C2)Cl)C2CN(C2)CCO)OC 4-[1(S)-(4-amino-3-methyl-1H-pyrazolo[3,4-d]pyrimidin-1-yl)ethyl]-6-chloro-2-[1-(2-hydroxyethyl)azetidin-3-yl]-3-methoxybenzonitrile